S1C(SCC1)=[N+](C[Si](C)(C)C)C 1,3-dithiolan-2-ylidene-methyl-(trimethylsilylmethyl)ammonium